O-tert-butyldiphenylsilyl-L-threonine [Si](C1=CC=CC=C1)(C1=CC=CC=C1)(C(C)(C)C)O[C@@H]([C@H](N)C(=O)O)C